C1(=CC(=CC=C1)OC1CCC2=CC=C(C=C12)NC(C=C)=O)C N-(3-(m-tolyloxy)-2,3-dihydro-1H-inden-5-yl)acrylamide